Ethyl (6aS,10S,10aS)-7-(hydroxymethyl)-5-toluenesulfonyl-5,6,6a,9,10,10a-hexahydrophenanthridine-10-carboxylate OCC=1[C@H]2CN(C=3C=CC=CC3[C@@H]2[C@H](CC1)C(=O)OCC)S(=O)(=O)CC1=CC=CC=C1